4-(benzothiazinoyloxy)cyclohexanone S1NC(=CC2=C1C=CC=C2)C(=O)OC2CCC(CC2)=O